3-(4-fluorophenylethyl)urea FC1=CC=C(C=C1)CCNC(N)=O